3-[4-[[[2-(2,6-dioxo-3-piperidyl)-1-oxo-isoindolin-5-yl]amino]methyl]triazol-1-yl]-N-[5-fluoro-7-hydroxy-6-(1,1,4-trioxo-1,2,5-thiadiazolidin-2-yl)-2-naphthyl]propanamide O=C1NC(CCC1N1C(C2=CC=C(C=C2C1)NCC=1N=NN(C1)CCC(=O)NC1=CC2=CC(=C(C(=C2C=C1)F)N1S(NC(C1)=O)(=O)=O)O)=O)=O